CC1(CC(OC1CC=C)=O)C 4,4-dimethyl-5-(2-propenyl)dihydrofuran-2(3H)-one